OC(C(=O)C1=CC=C(C=C1)CC1=CC=C(C=C1)C(C(C)(C)O)=O)(C)C 2-hydroxy-1-(4-(4-(2-hydroxy-2-methylpropoyl)benzyl)phenyl)-2-methylpropan-1-one